ClC1=C(C=CC=C1)N1CCN(CC1)CC(COC=1C=C2C(C(OCC2=CC1OC)C)=O)O 6-(3-(4-(2-chlorophenyl)piperazin-1-yl)-2-hydroxypropoxy)-7-methoxy-3-methylisochroman-4-one